pentaerythritol tetra(bis-T-butylhydroxyhydrocinnamate) C(C)(C)(C)C(C(C(=O)OCC(COC(C(C(C1=CC=CC=C1)C(C)(C)C)(O)C(C)(C)C)=O)(COC(C(C(C1=CC=CC=C1)C(C)(C)C)(O)C(C)(C)C)=O)COC(C(C(C1=CC=CC=C1)C(C)(C)C)(O)C(C)(C)C)=O)(O)C(C)(C)C)C1=CC=CC=C1